5-(piperidin-1-yl)-3-((1,2,3,4-tetrahydroisoquinolin-6-yl)amino)pyrazine-2-carboxamide N1(CCCCC1)C=1N=C(C(=NC1)C(=O)N)NC=1C=C2CCNCC2=CC1